C1(CC1)C1=NC=NC(=C1C=1N=CC2=C(N1)N(C1=C2N=CC=C1)CC1=CC=C(C=C1)C=1N(C=C(N1)C(F)(F)F)C(C)C)OC 2-(4-cyclopropyl-6-methoxypyrimidin-5-yl)-9-(4-(1-isopropyl-4-(trifluoromethyl)-1H-imidazole-2-yl)benzyl)-9H-pyrido[2',3':4,5]pyrrolo[2,3-d]pyrimidine